2,2-dimethyl-1-pentyl acrylate C(C=C)(=O)OCC(CCC)(C)C